C(C)(=O)ON=C(C(=O)C1=CC=C(C=C1)C=1SC=CC1C1=CC=CC=C1)CC1CCCCC1 1-[4-(phenylthiophenyl)phenyl]-3-cyclohexyl-propane-1,2-dione-2-(O-acetyloxime)